N[C@@H](C)C(=O)OC(C)(C)C tertiary butyl alaninate